2-ethyl-4,5-dihydro-1,3-oxazole C(C)C=1OCCN1